5-[(trifluoromethyl)oxy]-2-vinylaniline FC(OC=1C=CC(=C(N)C1)C=C)(F)F